ClC=1C(=CC=C2C=CC=C(C12)N1CC=2N=C(N=C(C2CC1)N1CC2CCC(C1)N2C(=O)OCC2=CC=CC=C2)OCC21CCCN1CCC2)F benzyl 3-(7-(8-chloro-7-fluoronaphthalen-1-yl)-2-((hexahydro-1H-pyrrolizin-7a-yl) methoxy)-5,6,7,8-tetrahydropyrido[3,4-d]pyrimidin-4-yl)-3,8-diazabicyclo[3.2.1]octane-8-carboxylate